D-penicillamine nitrogen [N].N[C@H](C(C)(C)S)C(=O)O